C1(CC1)C=1N=NN(C1)[C@H](C(=O)N1[C@@H](C[C@H](C1)O)C(=O)NCC1(OCCOC1)C1=CC=CC=C1)C(C)(C)C (2S,4R)-1-[(2S)-2-(4-cyclopropyltriazol-1-yl)-3,3-dimethyl-butanoyl]-4-hydroxy-N-[(2-phenyl-1,4-dioxan-2-yl)methyl]pyrrolidine-2-carboxamide